FC1=C(C(=O)N2CCC(CC2)C=2C(=CC(=NC2)N)OC)C=CC(=C1)OC1=CC=C(C=C1)F 5-{1-[2-fluoro-4-(4-fluorophenoxy)benzoyl]piperidin-4-yl}-4-methoxypyridin-2-amine